tert-Butyl N-[(1RS)-1-(5-fluoro-2-methoxy-phenyl)-2-oxo-2-(thiazol-2-ylamino)ethyl]carbamate FC=1C=CC(=C(C1)[C@H](C(NC=1SC=CN1)=O)NC(OC(C)(C)C)=O)OC |r|